N1(CCNC2=CC=CC=C12)C(=O)C1=CC=CC=C1 (3,4-Dihydroquinoxaline-1(2H)-yl)(phenyl)methanone